tert-butyl 4-(6-methoxypyrazolo[1,5-a]pyridin-5-yl)-3,6-dihydropyridine-1(2H)-carboxylate COC=1C(=CC=2N(C1)N=CC2)C=2CCN(CC2)C(=O)OC(C)(C)C